1,8-p-menthadien-7-ol C1(=CCC(CC1)C(=C)C)CO